O[C@@H]1C[C@@H](N(C[C@H]1C)C(C(=O)NC=1C=C(C=NC1)C(=O)N)=O)C1=CC=CC=C1 |r| rac-5-[[2-[(2R,4R,5R)-4-hydroxy-5-methyl-2-phenyl-1-piperidyl]-2-oxo-acetyl]amino]pyridine-3-carboxamide